C1(CC1)OC1=C(C=NC=C1)N(C1CCN(CC1)C1=NC=C(C=N1)C#N)C=1C=NC(=CC1)C(F)(F)F 2-(4-((4-Cyclopropoxypyridin-3-yl)(6-(trifluoromethyl)pyridin-3-yl)amino)piperidin-1-yl)pyrimidine-5-carbonitrile